(Z)-tricosa-3,6,9,11-tetraene CC\C=C/CC=CCC=CC=CCCCCCCCCCCC